5-fluoro-4,4-dimethylpent-2-enenitrile FCC(C=CC#N)(C)C